(R)-8-(4-acryloylpiperazin-1-yl)-11-(4-fluorophenyl)-3-(methoxymethoxy)-10-(trifluoromethyl)-3,4-dihydro-2H,6H-[1,4]thiazepino[2,3,4-ij]quinazolin-6-one C(C=C)(=O)N1CCN(CC1)C1=NC(N2C3=C(C(=C(C=C13)C(F)(F)F)C1=CC=C(C=C1)F)SC[C@@H](C2)OCOC)=O